C(C)(C)(C)OC(NCC(C)(C1=CC(=CC=C1)C(NCC(NC=1SC=C(N1)C1=CC(=CC=C1)B1OC(C(O1)(C)C)(C)C)=O)=O)C)=O.C(C(C)C)C=1C(=NC=CN1)OC ISOBUTYL-METHOXYPYRAZINE tert-butyl-N-[2-methyl-2-[3-[[2-oxo-2-[[4-[3-(4,4,5,5-tetramethyl-1,3,2-dioxaborolan-2-yl)phenyl]thiazol-2-yl]amino]ethyl]carbamoyl]phenyl]propyl]carbamate